6-fluoro-1-(6-methylpyridin-2-yl)-1H-indazole-5-carboxylic acid FC1=C(C=C2C=NN(C2=C1)C1=NC(=CC=C1)C)C(=O)O